N=C1N([C@@H](CN1)CC(C)C)C[C@H]1N(CCC1)C[C@@H](CC1=CC=CC=C1)N1C(N([C@@H](C1)CCC)CCCC(C)C)=N (R)-1-((R)-1-((S)-2-(((R)-2-imino-5-isobutylimidazolidin-1-yl)methyl)pyrrolidin-1-yl)-3-phenylpropan-2-yl)-3-(4-methylpentyl)-4-propylimidazolidin-2-imine